tert-butyl (R)-3-formyl-5-((S)-3-methylmorpholino)-3,4-dihydroisoquinoline-2(1H)-carboxylate C(=O)[C@@H]1N(CC2=CC=CC(=C2C1)N1[C@H](COCC1)C)C(=O)OC(C)(C)C